para-hydroxy(hydroxyethoxy)benzoic acid OC1=CC(=C(C(=O)O)C=C1)OCCO